β-D-glucopyranosyloxymethyluracil C1=CNC(=O)N(C1=O)CO[C@H]2[C@@H]([C@H]([C@@H]([C@H](O2)CO)O)O)O